2-amino-N-((3,4-dihydro-2H-pyrano[2,3-c]pyridin-6-yl)methyl)-3-iodo-N-(1-(pyrimidin-2-yl)ethyl)quinoline-6-carboxamide NC1=NC2=CC=C(C=C2C=C1I)C(=O)N(C(C)C1=NC=CC=N1)CC=1C=C2C(=CN1)OCCC2